(S)-6-fluoro-2,3-dihydro-1H-inden-1-amine HCl Cl.FC1=CC=C2CC[C@@H](C2=C1)N